4-(3-Bromo-phenoxy)-6,7-dimethoxy-quinoline BrC=1C=C(OC2=CC=NC3=CC(=C(C=C23)OC)OC)C=CC1